O1C(=CC=C1)CC(=O)[O-] oxolacetate